NCC1=CN=NN1C1=C(C=C(C=N1)NC(=O)C=1C=NN(C1C(F)(F)F)C1=C2C=CC=NC2=CC=C1)Cl N-(6-(5-(aminomethyl)-1H-1,2,3-triazol-1-yl)-5-chloropyridin-3-yl)-1-(quinolin-5-yl)-5-(trifluoromethyl)-1H-pyrazole-4-carboxamide